CC1=CC=C(C=C1)S(=O)(=O)OCCCCC[2H] Pentyl-5-d 4-methylbenzenesulfonate